OC(C)(C)C=1C(=CC2=CN(N=C2C1)C1CCC(CC1)N1CCN(CC1)C(=O)OCC1=CC=CC=C1)NC(C1=NC(=CC=C1)C(F)(F)F)=O benzyl 4-((1r,4r)-4-(6-(2-hydroxypropan-2-yl)-5-(6-(trifluoromethyl)picolinamido)-2H-indazol-2-yl)cyclohexyl)piperazine-1-carboxylate